C(C)C=1N=C2N(C=C(C=C2)C2CCN(CC2)CC(=O)N)C1N(C)C=1SC=C(N1)C1=CC=C(C=C1)F 2-(4-(2-ethyl-3-((4-(4-fluorophenyl)thiazol-2-yl)(methyl)amino)imidazo[1,2-a]pyridin-6-yl)piperidin-1-yl)acetamide